trans-3-((4-methoxy-5-(1-methyl-1H-benzo[d][1,2,3]triazol-6-yl)pyrrolo[2,1-f][1,2,4]triazin-2-yl)amino)-1-methylcyclobutane-1-carboxylic acid COC1=NC(=NN2C1=C(C=C2)C=2C=CC1=C(N(N=N1)C)C2)NC2CC(C2)(C(=O)O)C